ClC1=C(C=CC(=C1)F)S(=O)(=O)N1CCC2(CC(CO2)NC[C@@H](COC=2C=C(C=CC2)S(=O)(=O)NC)O)CC1 3-((2S)-3-(8-(2-chloro-4-fluorophenylsulfonyl)-1-oxa-8-azaspiro[4.5]decan-3-ylamino)-2-hydroxypropoxy)-N-methylbenzenesulfonamide